barium tin [Sn].[Ba]